C(C)OC(=O)C1=CC(=NN1CCC(F)(F)F)C1=NOC=C1 3-(isoxazol-3-yl)-1-(3,3,3-trifluoropropyl)-1H-pyrazole-5-carboxylic acid ethyl ester